(S)-4-(3-Fluorobenzyl)-N-(7-(2-(4-(2-hydroxy-prop-2-yl)piperidin-1-yl)-2-oxoethoxy)-5-methyl-4-oxo-2,3,4,5-tetrahydrobenzo[b][1,4]oxazepin-3-yl)-1H-pyrazole-1-carboxamide FC=1C=C(CC=2C=NN(C2)C(=O)N[C@@H]2C(N(C3=C(OC2)C=CC(=C3)OCC(=O)N3CCC(CC3)C(C)(C)O)C)=O)C=CC1